4-((5-bromo-2-pyridinyl)amino)-4-oxobutanoic acid BrC=1C=CC(=NC1)NC(CCC(=O)O)=O